4-(4-((2-(4-isopropylthiophen-3-yl)-4,4-dimethylcyclohex-1-en-1-yl)methyl)piperazin-1-yl)benzoic acid methyl ester COC(C1=CC=C(C=C1)N1CCN(CC1)CC1=C(CC(CC1)(C)C)C1=CSC=C1C(C)C)=O